2-((2,2-Dioxo-1,3-dihydrobenzo[c]thiophen-5-yl)amino)-8-((1R,2R)-2-hydroxy-2-methylcyclopentyl)-6-iodo-5-methylpyrido[2,3-d]pyrimidin-7(8H)-one O=S1(CC2=C(C1)C=C(C=C2)NC=2N=CC1=C(N2)N(C(C(=C1C)I)=O)[C@H]1[C@](CCC1)(C)O)=O